2-(4-fluoro-3-(4-(pyrimidin-2-yl)piperazine-1-carbonyl)benzyl)-2H-indazole-7-carboxamide FC1=C(C=C(CN2N=C3C(=CC=CC3=C2)C(=O)N)C=C1)C(=O)N1CCN(CC1)C1=NC=CC=N1